tert-butyl 4-(4-bromo-1H-indazol-3-yl)-1-piperidinecarboxylate BrC1=C2C(=NNC2=CC=C1)C1CCN(CC1)C(=O)OC(C)(C)C